2-[2-[bis(2-methoxyethyl)amino]ethyl]-N-[1-[3-(trifluoromethoxy)phenyl]ethyl]-4-(trifluoromethyl)-5-thiazolecarboxamide COCCN(CCC=1SC(=C(N1)C(F)(F)F)C(=O)NC(C)C1=CC(=CC=C1)OC(F)(F)F)CCOC